3-methyl-1-(6-(tetrahydrofuran-3-yl)pyridin-2-yl)-1H-pyrazolo[4,3-c]pyridin CC1=NN(C2=C1C=NC=C2)C2=NC(=CC=C2)C2COCC2